2,2,3,3,8,8,9,9-octamethyl-1,4,7,10,13-pentaoxahexadecane CC(O)(C(OCCOC(C(OCCOCCC)(C)C)(C)C)(C)C)C